2-(2,6-dioxopiperidin-3-yl)-6,7-difluoro-1,3-dioxoisoindol O=C1NC(CCC1N1C(C2=C(C(=CC=C2C1=O)F)F)=O)=O